4-methyl-phenyl-methane CC1=CC=C(C=C1)C